5-fluoro-4-(8-fluoroquinolin-6-yl)-N-(1-((trifluoromethyl)sulfonyl)piperidin-4-yl)pyrimidin-2-amine FC=1C(=NC(=NC1)NC1CCN(CC1)S(=O)(=O)C(F)(F)F)C=1C=C2C=CC=NC2=C(C1)F